CC1=CC(=CC=C1)S(=O)(=O)NS(=O)(=O)C1=CC=CC=C1 N-(m-toluenesulfonyl)benzenesulfonamide